2,4-dimethyl-6-(4-(trifluoromethyl)phenyl)-1H-pyrrolo[3,4-c]pyridine-1,3(2H)-dione CN1C(C=2C(=NC(=CC2C1=O)C1=CC=C(C=C1)C(F)(F)F)C)=O